NC=1N=C(C(=C2C=C(N=CC12)NC(=O)[C@@H]1[C@H](C1)C=1C=NN(C1)C)Cl)C=1C=NC=CC1CCO (1S,2S)-N-(8-amino-5-chloro-6-(4-(2-hydroxyethyl)pyridin-3-yl)-2,7-naphthyridin-3-Yl)-2-(1-methyl-1H-pyrazol-4-yl)cyclopropanecarboxamide